(E)-1-(4-bromophenyl)-3-phenylpropan-2-en-1-one BrC1=CC=C(C=C1)C(\C=C\C1=CC=CC=C1)=O